1-[(2R,4R)-2-methyltetrahydro-2H-pyran-4-yl]-2-[(5-methyl-2H-tetrazol-2-yl)methyl]-8-(trifluoromethyl)-1H-imidazo[4,5-c]quinoline, formate salt C(=O)O.C[C@H]1OCC[C@H](C1)N1C(=NC=2C=NC=3C=CC(=CC3C21)C(F)(F)F)CN2N=C(N=N2)C